O1CCOC12CCC(CC2)C#N 1,4-dioxaspiro-(4.5)-decane-8-carbonitrile